Methyl 2-[5-methoxy-2-oxo-4-(trifluoromethanesulfonyloxy)-1H-1,6-naphthyridin-3-yl]propanoate COC1=C2C(=C(C(NC2=CC=N1)=O)C(C(=O)OC)C)OS(=O)(=O)C(F)(F)F